5-(8-((4-(4-amino-3-(4-phenoxyphenyl)-1H-pyrazolo[3,4-d]pyrimidin-1-yl)-3-fluorocyclohexyl)methyl)-3,8-diazabicyclo[3.2.1]octan-3-yl)-2-(2,6-dioxopiperidin-3-yl)isoindoline NC1=C2C(=NC=N1)N(N=C2C2=CC=C(C=C2)OC2=CC=CC=C2)C2C(CC(CC2)CN2C1CN(CC2CC1)C=1C=C2CN(CC2=CC1)C1C(NC(CC1)=O)=O)F